CN(C)C=C1C(NCCC1=O)=O 3-((dimethylamino)methylene)piperidine-2,4-dione